NC1=NN(C=2CN(CCC21)S(=O)(=O)N(C)C)C(=O)C2CCNC1=CC=CC=C21 3-amino-N,N-dimethyl-1-(1,2,3,4-tetrahydro-quinoline-4-carbonyl)-4,5-dihydro-1H-pyrazolo[3,4-c]pyridine-6(7H)-sulfonamide